butenoyloxyethyl-trimethyl-ammonium chloride [Cl-].C(C=CC)(=O)OCC[N+](C)(C)C